C(CC)C=1C=CC(NC1)=O 5-propyl-1,2-dihydropyridin-2-one